ferrocenyl-chlorosilane [C-]1(C=CC=C1)[SiH2]Cl.[CH-]1C=CC=C1.[Fe+2]